(R)-2-(5,5-difluoro-3-((4-methoxyphenyl)thio)pent-4-en-1-yl)thiophene FC(=C[C@@H](CCC=1SC=CC1)SC1=CC=C(C=C1)OC)F